(2S)-3-(3-fluoro-4-methoxy-phenyl)-2-[4-[[[5-(2-pyridyl)-2-thienyl]sulfonylamino]methyl]triazol-1-yl]propanehydroxamic acid FC=1C=C(C=CC1OC)C[C@@H](C(=O)NO)N1N=NC(=C1)CNS(=O)(=O)C=1SC(=CC1)C1=NC=CC=C1